6-(3-cyanopyrrolo[1,2-b]pyridazin-7-yl)-N-[4-(hydroxymethyl)cyclohexyl]-4-(isopropylamino)pyridine-3-carboxamide Tetratriacontan-1-yl-Pentacosanoate C(CCCCCCCCCCCCCCCCCCCCCCCCCCCCCCCCC)OC(CCCCCCCCCCCCCCCCCCCCCCCC)=O.C(#N)C1=CC=2N(N=C1)C(=CC2)C2=CC(=C(C=N2)C(=O)NC2CCC(CC2)CO)NC(C)C